C(CCCCCCCCCCCCCC)(=O)OCC(OC(CCCCCCCCCCCCC)=O)COP(=O)([O-])OCC[N+](C)(C)C 1-pentadecanoyl-2-tetradecanoyl-glycero-3-phosphocholine